CC(C(=O)OC=1C(=NC=CC1OC)C(N[C@H](C(=O)O[C@H]([C@@H](C)C1=C(C=C(C=C1)F)C(F)(F)F)C)C)=O)C [2-[[(1S)-2-[(1S,2S)-2-[4-fluoro-2-(trifluoromethyl)phenyl]-1-methyl-propoxy]-1-methyl-2-oxo-ethyl]carbamoyl]-4-methoxy-3-pyridyl] 2-methylpropanoate